C(C1=CC=CC=C1)O[C@@H]1[C@](O[C@@H]2OC(O[C@@H]21)(C)C)(COCC2=CC=CC=C2)[C@H](C(F)(F)F)O[Si](C)(C)C ((R)-1-((3aR,5R,6S,6aR)-6-(benzyloxy)-5-((benzyloxy)methyl)-2,2-dimethyltetrahydrofuro[2,3-d][1,3]dioxol-5-yl)-2,2,2-trifluoroethoxy)trimethylsilane